((3-(2-(3,4-dihydroxyphenyl)-7-hydroxybenzofuran-4-yl)acryloyl)oxy)propanoic acid OC=1C=C(C=CC1O)C=1OC2=C(C1)C(=CC=C2O)C=CC(=O)OC(C(=O)O)C